[Cl-].C(#N)C1=CC=C(C=C1)C1=NN(C[C@H]1C1=CC=CC=C1)C(=O)NS(=O)(=O)C1=CC=C(C=C1)C(F)(F)F (R,E)-3-(4-cyanophenyl)-4-phenyl-N-((4-(trifluoromethyl)phenyl)sulfonyl)-4,5-dihydro-1H-pyrazole-1-carboxamide chloride